2'-O-methyl-8-bromo-adenosine CO[C@H]1[C@@H](O[C@@H]([C@H]1O)CO)N1C(=NC=2C(N)=NC=NC12)Br